2-(3-(4-((1H-indazol-5-yl)amino)-5-(2-(dimethylamino)ethoxy)pyrimidin-2-yl)phenoxy)-N-isopropylacetamide TFA salt OC(=O)C(F)(F)F.N1N=CC2=CC(=CC=C12)NC1=NC(=NC=C1OCCN(C)C)C=1C=C(OCC(=O)NC(C)C)C=CC1